trans-tert-butyl 2-(2-bromo-6-chloropyridin-4-yl)-6-((methylsulfonyl)methyl)morpholine-4-carboxylate BrC1=NC(=CC(=C1)[C@@H]1CN(C[C@H](O1)CS(=O)(=O)C)C(=O)OC(C)(C)C)Cl